CN1C(N(C2=C1C(=CC=C2)N2CCNCC2)C2C(NC(CC2)=O)=O)=O 3-(3-methyl-2-oxo-4-piperazin-1-yl-benzimidazol-1-yl)piperidine-2,6-dione